O=C1C(CC2(C3=C(N1)N=CC=C3)CC2)NC(OC(C)(C)C)=O tert-butyl (8'-oxo-6',7',8',9'-tetrahydrospiro[cyclopropane-1,5'-pyrido[2,3-b]azepin]-7'-yl)carbamate